(2S)-2-[4-chloro-2-(4-ethoxy-4,5-dihydroisoxazol-3-yl)phenoxy]propionic acid methyl ester COC([C@H](C)OC1=C(C=C(C=C1)Cl)C1=NOCC1OCC)=O